FC(C(=O)O)(F)F.N1[C@@H](CCC1)C(=O)N[C@@H](C(C)C)C(=O)NC1=NC=2C=CC=CC2C2=C1N=C(N2CC(C)(C)O)COCC L-prolyl-N-[2-(ethoxymethyl)-1-(2-hydroxy-2-methylpropyl)-1H-imidazo[4,5-c]quinolin-4-yl]-L-valinamide trifluoroacetate